{1-[2,6-difluoro-4-(6-isopropoxy-pyridin-2-yl)-phenyl]-pyrrolidin-3-yl}-acetic acid ethyl ester C(C)OC(CC1CN(CC1)C1=C(C=C(C=C1F)C1=NC(=CC=C1)OC(C)C)F)=O